tert-butyl [(4S)-3,3-difluorotetrahydro-2H-pyran-4-yl]carbamate FC1(COCC[C@@H]1NC(OC(C)(C)C)=O)F